C(CCCCCCCCCCCCCCC)(=O)OCC(COC(CCCCCCCCCCCCCCC)=O)OC(CCCCCCCCCCCCCCCCCOC(CC\C(=C\CC=1C(=C2C(OCC2=C(C1OC)C)=O)O)\C)=O)=O (E)-2-((18-((6-(4-hydroxy-6-methoxy-7-methyl-3-oxo-1,3-dihydroisobenzofuran-5-yl)-4-methylhex-4-enoyl)oxy)octadecanoyl)oxy)propane-1,3-diyl dipalmitate